[C@H](C)(CC)[C@@H]1N=C(C2=C(N(C1=O)C(C#N)C)C=CC(=C2)Cl)C2=CC=CC=C2 ((S)-3-((S)-sec-butyl)-7-chloro-2-oxo-5-phenyl-2,3-dihydro-1H-benzo[e][1,4]diazepin-1-yl)propionitrile